C(CCC)C=1N(C2=C(C=NC=3C=CC=CC23)N1)CC(CO)(C)C 3-(2-butyl-1H-imidazo[4,5-c]quinolin-1-yl)-2,2-dimethylpropan-1-ol